4-(prop-2-ynyl)piperazin C(C#C)N1CCNCC1